NC[C@H](C=1SC=CC1)NS(=O)C(C)(C)C N-[(1R)-2-amino-1-(2-thienyl)ethyl]-2-methyl-propane-2-sulfinamide